orsellinic acid C(C=1C(O)=CC(O)=CC1C)(=O)O